2,2-difluoro-3-(4-phenylphenyl)-3-butenoic acid n-hexyl ester C(CCCCC)OC(C(C(=C)C1=CC=C(C=C1)C1=CC=CC=C1)(F)F)=O